(1-methylpropyl)pyrazine CC(CC)C1=NC=CN=C1